N-(1-(4-(ethylsulfonyl)phenyl)-2-hydroxyethyl)-1-isopropyl-2-(4-(trifluoromethyl)benzyl)-1H-benzo[d]imidazole-6-carboxamide C(C)S(=O)(=O)C1=CC=C(C=C1)C(CO)NC(=O)C=1C=CC2=C(N(C(=N2)CC2=CC=C(C=C2)C(F)(F)F)C(C)C)C1